4-(4-(3-(2-chloro-4-fluorophenyl)ureido)-1H-pyrazol-1-yl)-N-(oxetan-3-yl)thiophene-2-carboxamide ClC1=C(C=CC(=C1)F)NC(NC=1C=NN(C1)C=1C=C(SC1)C(=O)NC1COC1)=O